1-(4-((5-methyl-1H-pyrazol-3-yl)amino)thieno[2,3-d]pyrimidin-2-yl)piperidine-4-carboxylic acid CC1=CC(=NN1)NC=1C2=C(N=C(N1)N1CCC(CC1)C(=O)O)SC=C2